C1(=CC(=CC(=C1)C1=CC=C(C=C1)C#CC1=CC=C(C=C1)C#CC=1C=C(C=C(C(=O)[O-])C1)C(=O)[O-])C1=CC=C(C=C1)C#CC1=CC=C(C=C1)C#CC=1C=C(C=C(C(=O)[O-])C1)C(=O)[O-])C1=CC=C(C=C1)C#CC1=CC=C(C=C1)C#CC=1C=C(C=C(C(=O)[O-])C1)C(=O)[O-] 5,5',5''-((((benzene-1,3,5-triyltris(benzene-4,1-diyl))tris(ethyne-2,1-diyl))-tris(benzene-4,1-diyl))tris(ethyne-2,1-diyl))triisophthalate